NCC(=O)N1CCCC1 2-amino-1-pyrrolidin-1-yl-ethanone